(2R,3R,4R,5S)-4-(4-chloro-2-fluorophenyl)-3-(3-chlorophenyl)-4-cyano-5-((1-methylcyclobutyl)methyl)pyrrolidine-2-carboxylic acid tert-butyl ester C(C)(C)(C)OC(=O)[C@@H]1N[C@H]([C@]([C@H]1C1=CC(=CC=C1)Cl)(C#N)C1=C(C=C(C=C1)Cl)F)CC1(CCC1)C